FC1=C2CCC(C2=CC=C1)C#N 4-fluoroindane-1-carbonitrile